C(=O)(O)C(O)C(O)C(=O)O.N1=CC=NC2=CC3=C(C4CNCC3C4)C=C21 7,8,9,10-Tetrahydro-6,10-methano-6H-pyrazino[2,3-h][3]benzazepine tartrate